ClC=1C(=CC(=C(C1)S(=O)(=O)NC=1N=CSC1)F)N[C@@H](C)C1=CC(=CC(=C1)F)F (S)-5-chloro-4-((1-(3,5-difluorophenyl)ethyl)amino)-2-fluoro-N-(thiazol-4-yl)benzenesulfonamide